((2R,3S,4R,5R)-5-(4-aminopyrrolo[2,1-f][1,2,4]triazin-7-yl)-5-cyano-3,4-dihydroxytetrahydrofuran-2-yl)methyl (1,3-difluoropropan-2-yl) carbonate C(OC[C@H]1O[C@@]([C@@H]([C@@H]1O)O)(C#N)C1=CC=C2C(=NC=NN21)N)(OC(CF)CF)=O